CN(S(=O)(=O)C1=CC=C(C=C1)S(=O)(=O)NC1=C(C=CC=C1)N(C1CCN(CC1)C)C)C N1,N1-dimethyl-N4-(2-(methyl(1-methylpiperidin-4-yl)amino)phenyl)benzene-1,4-disulfonamide